tetrastearyl-titanium C(CCCCCCCCCCCCCCCCC)[Ti](CCCCCCCCCCCCCCCCCC)(CCCCCCCCCCCCCCCCCC)CCCCCCCCCCCCCCCCCC